6-(dimethylcarbamoyl)-2-methyl-1-((trifluoromethyl)sulfonyl)-1H-benzo[d]imidazol CN(C(=O)C=1C=CC2=C(N(C(=N2)C)S(=O)(=O)C(F)(F)F)C1)C